C(=O)=C1C(NC2=CC=CC=C12)=C1C=NC2=CC=CC=C12 3-carbonyl-2,3'-biindole